CC1(OB(OC1(C)C)C1CCOCC1)C 4,4,5,5-tetramethyl-2-(tetrahydro-2H-pyran-4-yl)-1,3,2-dioxaborolane